ClC(C)(C)F 2-chloro-2-fluoropropane